3-methyl-3-(3-(1-methyl-1H-imidazol-4-yl)-4-((4-(trifluoromethyl)phenyl)amino)phenyl)pyrrolidin-2-one CC1(C(NCC1)=O)C1=CC(=C(C=C1)NC1=CC=C(C=C1)C(F)(F)F)C=1N=CN(C1)C